(±)-1-{1-[4-fluoro-3-(2,2,2-trifluoro-ethoxy)-phenyl]-ethyl}-3-spiro[3.3]hept-2-yl-urea FC1=C(C=C(C=C1)[C@@H](C)NC(=O)NC1CC2(C1)CCC2)OCC(F)(F)F |r|